N-(3-cyanophenyl)-4-(N-(2,3-dimethylphenyl)sulfamoyl)benzamide C(#N)C=1C=C(C=CC1)NC(C1=CC=C(C=C1)S(NC1=C(C(=CC=C1)C)C)(=O)=O)=O